CC(C(=O)N)(C)OC1=C(C=CC=C1)N=NC1=CC=CC=C1 methyl-2-(o-phenylazophenoxy)propanamide